C(CCC)([O-])[O-] butanediolate